8-(trifluoromethoxy)-2,3,4,5-tetrahydro-1H-pyrido[3,2-b]indole FC(OC1=CC=2C3=C(NC2C=C1)CCCN3)(F)F